2-[[(1R)-1-(3,6-dimethyl-4-oxo-2-phenyl-benzopyran-8-yl)ethyl]amino]thiobenzoic acid S-(2-pyridylmethyl) ester N1=C(C=CC=C1)CSC(C1=C(C=CC=C1)N[C@H](C)C1=CC(=CC=2C(C(=C(OC21)C2=CC=CC=C2)C)=O)C)=O